FC1(CCC1)CNC1=NN2C(C=N1)=C(C=C2)C=2C=C1C(=NC2)N=C(N1C1CCOCC1)C N-((1-fluorocyclobutyl)methyl)-5-(2-methyl-1-(tetrahydro-2H-pyran-4-yl)-1H-imidazo[4,5-b]pyridin-6-yl)pyrrolo[2,1-f][1,2,4]triazin-2-amine